NC=1C(=NC=C(N1)N1CCC(CC1)(C)NC(=O)OC(C)(C)C)SC=1C(=C(C=CC1)NC(=O)CCC(=O)O)Cl 3-({3-[(3-amino-5-{4-[(tert-butoxycarbonyl)amino]-4-methylpiperidin-1-yl}pyrazine-2-yl)sulfanyl]-2-chlorophenyl}carbamoyl)propanoic acid